methyl (R)-(+)-2-hydroxypropionate O[C@@H](C(=O)OC)C